(rac)-4-[[4-[2-[(2,6-dimethylpyrimidin-4-yl)amino]pyrazolo[1,5-a]pyridin-5-yl]-6-methyl-3-pyridyl]oxymethyl]-1-methyl-pyrrolidin-2-one CC1=NC(=CC(=N1)NC1=NN2C(C=C(C=C2)C2=C(C=NC(=C2)C)OC[C@@H]2CC(N(C2)C)=O)=C1)C |r|